1-iso-propylamino-1,4-disilabutane C(C)(C)N[SiH2]CC[SiH3]